Benzyl (7-fluoro-2,2-dimethyl-3,3-diphenyl-9-aza-4-oxa-3-siladec-9-yl)methanoate FC(CCO[Si](C(C)(C)C)(C1=CC=CC=C1)C1=CC=CC=C1)CN(C)C(=O)OCC1=CC=CC=C1